FC(C1=CC=C(C=C1)N1N=C(C2=NC=CC=C21)N2CC(CC2)NC(\C=C\C)=O)(F)F (E)-N-(1-(1-(4-(trifluoromethyl)-phenyl)-1H-pyrazolo[4,3-b]-pyridin-3-yl)pyrrolidin-3-yl)but-2-enamide